C(C1=CC=CC=C1)OC1=CC=C(C(=N1)COC1=CC=CC=C1)C1=NN(C2=CC(=CC=C12)CC1CCN(CC1)C(=O)OC(C)(C)C)C tert-butyl 4-[[3-[6-benzyloxy-2-(phenoxymethyl)-3-pyridyl]-1-methyl-indazol-6-yl]methyl]piperidine-1-carboxylate